C(=O)(OC(C)(C)C)N1CC(CC1)(C(=O)O)C 1-Boc-3-methylpyrrolidine-3-carboxylic acid